3-(difluoromethyl)-1,2,4-triazol-5-one FC(C=1N=NC(N1)=O)F